The molecule is n-Acetylneuraminic acid with beta configuration at the anomeric centre. It has a role as an epitope. It derives from a beta-neuraminic acid. It is a conjugate acid of a N-acetyl-beta-neuraminate. CC(=O)N[C@@H]1[C@H](C[C@](O[C@H]1[C@@H]([C@@H](CO)O)O)(C(=O)O)O)O